2-(4-chlorophenyl)-2-fluoro-N-hydroxyacetimidamide ClC1=CC=C(C=C1)C(C(NO)=N)F